C(C)(=O)C1=NN(C2=C(C=C(C=C12)C=1C=NC(=NC1)C)C)CC(=O)N1[C@@H]2C[C@@]2(C[C@H]1C(=O)NCCN1CCCCC1)C (1R,3S,5R)-2-(2-(3-acetyl-7-methyl-5-(2-methylpyrimidin-5-yl)-1H-indazol-1-yl)acetyl)-5-methyl-N-(2-(piperidin-1-yl)ethyl)-2-azabicyclo[3.1.0]hexane-3-carboxamide